3-{1-[(1,3-oxazol-2-yl)amino]ethyl}benzene-1,2-diamine O1C(=NC=C1)NC(C)C1=C(C(=CC=C1)N)N